trimethyl-(3-((1s,2s,3s,4r)-3-(trimethylsilyl)bicyclo[2.2.1]heptan-2-yl)thiophen-2-yl)silane C[Si](C=1SC=CC1[C@@H]1[C@H]2CC[C@@H]([C@@H]1[Si](C)(C)C)C2)(C)C